2-((4-(3,5-dimethylisoxazol-4-yl)-2-methoxyphenyl)amino)-4-((2-methoxyethyl)amino)-7H-pyrrolo[2,3-d]pyrimidine-5-carbonitrile CC1=NOC(=C1C1=CC(=C(C=C1)NC=1N=C(C2=C(N1)NC=C2C#N)NCCOC)OC)C